OC([C@H]1NCCC1)(C1=CC=CC=C1)C1=CC=CC=C1 (S)-2-(hydroxydiphenylmethyl)pyrrolidine